1-ethylcarbonyl-2,2-dimethyl-4-propyl-1,2,3,4-tetrahydroquinoline C(C)C(=O)N1C(CC(C2=CC=CC=C12)CCC)(C)C